C(C1=CC=CC=C1)N1CCC(CC1)N1N=CC=C(C1=O)C1=CC=C(C=C1)OC 2-(1-Benzylpiperidin-4-yl)-4-(4-methoxyphenyl)-2,3-dihydropyridazin-3-one